10-methyltricyclo[4.4.0.12,5]-3-undecene CC1CCCC2C3C=CC(C12)C3